C(C)(C)(C)N(C(O)=O)[C@@H](C)C1=NC(=NC(=C1)O)N1CCOCC1.C(C)(C)C=1N=NN(C1)CC=O 2-(4-isopropyl-1H-1,2,3-triazol-1-yl)ethan-1-one tert-butyl-(S)-(1-(6-hydroxy-2-morpholinopyrimidine-4-yl)ethyl)carbamate